O1C(=NC=C1)C=1C=C(C=CC1)O 3-(oxazol-2-yl)phenol